(2S)-tert-butyl 2-(cyanomethyl)-4-(3-methyl-2'-(((s)-1-methylpyrrolidin-2-yl)methoxy)-2,3,5',6'-tetrahydrospiro[indene-1,7'-pyrano[2,3-d]pyrimidin]-4'-yl)piperazine-1-carboxylate C(#N)C[C@@H]1N(CCN(C1)C=1C2=C(N=C(N1)OC[C@H]1N(CCC1)C)OC1(CC2)CC(C2=CC=CC=C21)C)C(=O)OC(C)(C)C